C(C)(C)(C)NC(C1=CC=C(C(=O)NC2=CC(=C(C=C2)Cl)C2=NC=CC=C2)C=C1)=O N1-tert-butyl-N4-(4-chloro-3-(pyridin-2-yl)phenyl)terephthalamide